rac-(R)-2-(6-(2,6-dioxopiperidin-3-yl)-3,4-dihydroisoquinolin-2(1H)-yl)acetic acid O=C1NC(CC[C@@H]1C=1C=C2CCN(CC2=CC1)CC(=O)O)=O |r|